C(C1CO1)OCC1=C(C=C)C=CC(=C1COCC1CO1)COCC1CO1 2,3,4-tri(glycidoxymethyl)styrene